Diformyl-Xylose C(=O)C([C@H]([C@@H]([C@H](C=O)O)O)O)(O)C=O